methyl 3-bromo-5-fluoro-4-methylbenzoate BrC=1C=C(C(=O)OC)C=C(C1C)F